BrC(C1=C(C=C(C#N)C=C1)F)([2H])[2H] 4-(bromomethyl-d2)-3-fluorobenzonitrile